C(C)(C)(C)OC(=O)N[C@@H](C(OC([2H])([2H])[2H])([2H])[2H])C(=O)O N-(tert-Butoxycarbonyl)-O-(methyl-d3)-L-serine-3,3-d2